benzyl (S)-1-chloro-4-oxo-3-(((1-phenyl-1H-pyrazol-4-yl)methyl)amino)-4,6,7,8-tetrahydropyrrolo[1,2-a]pyrazine-6-carboxylate ClC1=C2N(C(C(=N1)NCC=1C=NN(C1)C1=CC=CC=C1)=O)[C@@H](CC2)C(=O)OCC2=CC=CC=C2